FC1(CCCC1)CC=1OC(=CN1)C=1C=CC(=NC1C1=CC=C2C=CC=NC2=C1)C#N 5-(2-((1-Fluorocyclopentyl)methyl)oxazol-5-yl)-6-(chinolin-7-yl)picolinonitril